(S)-5-(6,7-dihydro-5H-cyclopenta[b]pyrazin-5-yl)-7-(1-(2-fluoro-6-methylphenyl)piperidin-4-yl)pyrido[2,3-b]pyrazin-6(5H)-one N1=C2C(=NC=C1)[C@H](CC2)N2C(C(=CC=1C2=NC=CN1)C1CCN(CC1)C1=C(C=CC=C1C)F)=O